4-chloro-N-hydroxy-3,3-dimethoxybutanamide ClCC(CC(=O)NO)(OC)OC